7-[2-(ethoxycarbonyl)-1-benzothien-6-yl]-2,7-diazaspiro[3.5]nonane-2-carboxylic acid tert-butyl ester C(C)(C)(C)OC(=O)N1CC2(C1)CCN(CC2)C2=CC1=C(C=C(S1)C(=O)OCC)C=C2